FC(OC=1C=C(C=CC(=O)NC(=N)N)C=CC1)(F)F 3-(trifluoromethoxy)cinnamoylguanidine